COC1=C(C(=CC=C1)OC)[Mg]Br (2,6-dimethoxyphenyl)magnesium bromide